5-methyl-6,7-dihydro-5H-oxathiepine 2,2-dioxide CC1C=CS(OCC1)(=O)=O